2-[(4,6-dimethoxypyrimidin-2-yl)amino]-8-fluoro-6H,12H-indolo[2,1-b]quinazoline-6,12-dione COC1=NC(=NC(=C1)OC)NC=1C=C2C(N3C(=NC2=CC1)C(C1=CC(=CC=C13)F)=O)=O